N=1N(N=C2C1C=CC=C2)C2=CC(=CC(=C2O)CC2=C(C(=CC(=C2)C)C(C)(C)C)O)C(C)(C)CC(C)(C)C 6-(2-benzotriazolyl)-4-t-octyl-6'-t-butyl-4'-methyl-2,2'-methylenebisphenol